Cl.CC1(C(N(C2=C1C=NC(=C2)C2=CC=CC=C2)C(CN2[C@@](CN[C@@H](C2)C)(OC)C)=O)N)C 1-(3,3-Dimethyl-6-phenyl-amino-2,3-dihydro-pyrrolo[3,2-c]pyridin-1-yl)-2-((2R,5R)-2-methoxy-methyl-5-methyl-piperazin-1-yl)-ethanone hydrochloride salt